ethyl (2Z)-3-(3,3-difluorocyclobutyl)-3-{[(trifluoromethyl)sulfonyl]oxy}-acrylate FC1(CC(C1)/C(=C/C(=O)OCC)/OS(=O)(=O)C(F)(F)F)F